benzyl 3-[4-(benzyloxy)phenyl]-(2R)-2-{[(tert-butoxy)carbonyl]-amino}propanoate C(C1=CC=CC=C1)OC1=CC=C(C=C1)C[C@H](C(=O)OCC1=CC=CC=C1)NC(=O)OC(C)(C)C